2-{1-[(3,3-difluorocyclobutyl)methyl]-1H-pyrazol-4-yl}-8-(2,2-dimethyl-2,5-dihydrofuran-3-yl)-7-[(2-methyl-1H-1,3-benzodiazol-6-yl)oxy]quinoxaline FC1(CC(C1)CN1N=CC(=C1)C1=NC2=C(C(=CC=C2N=C1)OC=1C=CC2=C(NC(=N2)C)C1)C=1C(OCC1)(C)C)F